Cl.N1(CCNCC1)C(=O)C1=C(C=NC=C1)NC(=O)C=1N=C(SC1)C1=C(C=CC=C1F)F N-(4-(piperazine-1-carbonyl)pyridin-3-yl)-2-(2,6-difluorophenyl)thiazole-4-carboxamide hydrochloride